CC=1SC2=C(N1)C=C(C=C2)CNC=2C=CC=C1C(=CC=NC21)C=2C=NN(C2)CC(F)(F)F N-((2-methylbenzo[d]thiazol-5-yl)methyl)-4-(1-(2,2,2-trifluoroethyl)-1H-pyrazol-4-yl)quinolin-8-amine